2-[2-[2-[[2-[2-[2-(9H-fluoren-9-ylmethoxycarbonyl-amino)ethoxy]ethoxy]acetyl]amino]ethoxy]ethoxy]acetic acid C1=CC=CC=2C3=CC=CC=C3C(C12)COC(=O)NCCOCCOCC(=O)NCCOCCOCC(=O)O